ClC1=C(C=C(C=C1)NC(=O)NC1=CC(=CC(=C1)C(=O)C=1C=C2N=C(C=NC2=CC1)N1CCOCC1)F)F 1-(4-chloro-3-fluorophenyl)-3-(3-fluoro-5-(3-morpholinoquinoxaline-6-carbonyl)phenyl)urea